(1R,4R,7R)-2-{2-[1-(cyclopropylmethyl)-6-(quinolin-6-yl)-1H-indol-2-yl]-7-methoxy-1-methyl-1H-1,3-benzodiazole-5-carbonyl}-2-azabicyclo[2.2.1]heptan-7-amine C1(CC1)CN1C(=CC2=CC=C(C=C12)C=1C=C2C=CC=NC2=CC1)C1=NC2=C(N1C)C(=CC(=C2)C(=O)N2[C@@H]1CC[C@H](C2)[C@H]1N)OC